C1=C(C(=O)NC(=O)N1)CCCC(CO)O The molecule is a nucleobase analogue that is uracil substituted at position 5 by a 4,5-dihydroxypentyl group. It has a role as a Mycoplasma genitalium metabolite. It is a nucleobase analogue, a glycol and a pyrimidone. It derives from a uracil.